N[C@H]1[C@@H]2N(C[C@H]1CC2)C(=O)C2=CC1=C(N(C(=N1)C=1N(C3=CC(=CC=C3C1)C=1C=C(C(=O)O)C=CC1)CC1CC1)C)C(=C2)OC 3-(2-{5-[(1R,4R,7R)-7-amino-2-azabicyclo[2.2.1]heptane-2-carbonyl]-7-methoxy-1-methyl-1H-1,3-benzodiazol-2-yl}-1-(cyclopropylmethyl)-1H-indol-6-yl)benzoic acid